tert-Butyl (2S,4S)-2-((benzoyloxy)methyl)-4-(cyanomethyl)azetidine-1-carboxylate C(C1=CC=CC=C1)(=O)OC[C@H]1N([C@@H](C1)CC#N)C(=O)OC(C)(C)C